N-[1-(5-fluoropyridin-2-yl)cyclopropyl]-6-methyl-4-[(1-methylcyclopropyl)amino]furo[2,3-d]pyrimidine-5-carboxamide FC=1C=CC(=NC1)C1(CC1)NC(=O)C1=C(OC=2N=CN=C(C21)NC2(CC2)C)C